5-(8-((1S,2S)-2-(3-(3,3,4,4-tetrafluoropyrrolidine-1-carbonyl)phenyl)cyclopropyl)imidazo[1,2-b]pyridazin-6-yl)pyrimidine-2,4(1H,3H)-dione FC1(CN(CC1(F)F)C(=O)C=1C=C(C=CC1)[C@@H]1[C@H](C1)C=1C=2N(N=C(C1)C=1C(NC(NC1)=O)=O)C=CN2)F